Racemic-N-(1-(6,7-difluoro-1-oxo-1,2-dihydroisoquinolin-4-yl)ethyl)-N-(3-hydroxypropyl)-2-(1H-indol-2-yl)acetamide FC=1C=C2C(=CNC(C2=CC1F)=O)[C@@H](C)N(C(CC=1NC2=CC=CC=C2C1)=O)CCCO |r|